CN1N=C(C=C1C)NC1=NC=C(C(=N1)C1=CNC2=C(C=CC=C12)NC(CN1C[C@H](CC1)OC1=NC=CC(=N1)N1CCCC1)=O)C (S)-N-(3-(2-((1,5-dimethyl-1H-pyrazol-3-yl)amino)-5-methylpyrimidin-4-yl)-1H-indol-7-yl)-2-(3-((4-(pyrrolidin-1-yl)pyrimidin-2-yl)oxy)pyrrolidin-1-yl)acetamide